C(C)(C)(C)OC(=O)NCCCCOC1=CC(=C(C=C1)C1=CC=C(C=C1)CCC(=O)O)CC 3-(4'-(4-((tert-butoxycarbonyl)amino)butoxy)-2'-ethyl-[1,1'-biphenyl]-4-yl)propanoic acid